C(C1=CC=CC=C1)N1CC(=CCC1)C1=CNC2=CC=CC=C12 3-(1-benzyl-1,2,5,6-tetrahydropyridin-3-yl)-1H-indole